NC1CCN(CC1)CC1=CC=C(C=N1)C=1C=NC(=CC1N1C[C@H](CCC1)O)NC1=NC(=NC=C1)C1=C(C=CC=C1OC)F (S)-1-(6'-((4-aminopiperidin-1-yl)methyl)-6-((2-(2-fluoro-6-methoxyphenyl)pyrimidin-4-yl)amino)-[3,3'-bipyridin]-4-yl)piperidin-3-ol